((2R,3S,5R)-2-[4-(1-adamantyl)butoxycarbonyloxymethyl]-5-(6-amino-2-fluoro-9H-purin-9-yl)-2-ethynyl-tetra-hydrofuran-3-yl) ethyl carbonate C(O[C@@H]1[C@@](O[C@H](C1)N1C2=NC(=NC(=C2N=C1)N)F)(C#C)COC(=O)OCCCCC12CC3CC(CC(C1)C3)C2)(OCC)=O